(R)-2-(3-(cyclopentyl(4-methyl-4H-1,2,4-triazol-3-yl)methyl)phenyl)-6-(((1-methylcyclobutyl)amino)methyl)-4-(trifluoromethyl)isoindolin-1-one C1(CCCC1)[C@H](C=1C=C(C=CC1)N1C(C2=CC(=CC(=C2C1)C(F)(F)F)CNC1(CCC1)C)=O)C1=NN=CN1C